NC=1N=NC(=CC1N1C[C@H](CC1)C1=CC=C(C(=O)OCC)C=C1)C1=C(C=CC=C1)O |o1:9| Ethyl (R*)-4-(1-(3-amino-6-(2-hydroxyphenyl)pyridazin-4-yl)pyrrolidin-3-yl)benzoate